NC[C@@]1([C@@H]2CCN(C[C@H]12)C1=CN=C2C(=N1)NN=C2C=2C=C1CC(N(C1=CC2)C)=O)C2=C(C=CC=C2)F 5-(6-((1S,6R,7R)-7-(aminomethyl)-7-(2-fluorophenyl)-3-azabicyclo[4.1.0]heptan-3-yl)-1H-pyrazolo[3,4-b]pyrazin-3-yl)-1-methylindolin-2-one